5-(2-(trifluoromethyl)pyridin-4-yl)-3,4-dihydronaphthalen-1(2H)-one 4,13,18,25,28-pentaoxo-3,6,12,19,26,29-hexaazapentatriacontan-35-oate O=C(NCC)CNCCCCCNC(CCCCC(NCCCCCC(NCC(NCCCCCC(=O)O)=O)=O)=O)=O.FC(C1=NC=CC(=C1)C1=C2CCCC(C2=CC=C1)=O)(F)F